C[N+]1(CCCC1)CC2=C(N3[C@@H]([C@@H](C3=O)NC(=O)/C(=N\\OC)/C4=CSC(=N4)N)SC2)C(=O)O.O.Cl.[Cl-] The molecule is a hydrochloride that is the monohydrate of the dihydrochloride salt of cefepime. It has a role as an antibacterial drug. It is a hydrochloride, a hydrate and a cephalosporin. It contains a cefepime(1+).